NC1=NC=2C=C(C(=CC2C=2N1N=C(N2)C2CCC(NC2)C)F)OC 5-(5-amino-9-fluoro-8-methoxy-[1,2,4]triazolo[1,5-c]quinazolin-2-yl)-2-methylpiperidin